CC(=CC(=O)OC(CCCCC)O)C hexanediol di(methyl)acrylate